BrC1=C(C=CC=C1F)SCOC (2-bromo-3-fluorophenyl)(methoxymethyl)sulfane